FC=1C=C2C(=NC1)NC=C2C#CC(=O)N[C@@H]2[C@H](C1CCC2CC1)C(=O)OCC ethyl (1R,2S,3S,4R)-3-(3-(5-fluoro-1H-pyrrolo[2,3-b]pyridin-3-yl)propiolamido)bicyclo[2.2.2]octane-2-carboxylate